CCCC(C)C methylpentane